(Z)-4-(1,4,4,4-tetrafluoro-3-(3,4,5-trichlorophenyl)but-1-en-1-yl)-2-(trifluoromethyl)-N'-(5-(trifluoromethyl)pyrimidin-2-yl)benzoyl-hydrazine F\C(=C/C(C(F)(F)F)C1=CC(=C(C(=C1)Cl)Cl)Cl)\C1=CC(=C(C(=O)NNC2=NC=C(C=N2)C(F)(F)F)C=C1)C(F)(F)F